methyl (S)-2-((S)-2,2-dimethyl cyclopropane-1-carbonyl)-2,6-diazaspiro[3.4]octane-8-carboxylate CC1([C@H](C1)C(=O)N1CC2(C1)CNC[C@H]2C(=O)OC)C